C(C=C)(=O)O.C1(=CC=CC2=CC3=CC=CC=C3C=C12)C1=CC=CC2=CC3=CC=CC=C3C=C12 bianthracenyl acrylate